9-O-[bis(benzyloxy) phosphoryl]-8-O-[(3R)-3-(decanoyloxy) tetradecanoyl]-3,7-bis{[(3R)-3-(decanoyloxy) tetradecanoyl] amino}-2,3,4,5,7-pentadeoxy-D-erythro-L-galacto-undeconate C(C1=CC=CC=C1)OP(=O)(OCC1=CC=CC=C1)O[C@@H]([C@@H]([C@H]([C@H](CC[C@@H](CC(=O)[O-])NC(C[C@@H](CCCCCCCCCCC)OC(CCCCCCCCC)=O)=O)O)NC(C[C@@H](CCCCCCCCCCC)OC(CCCCCCCCC)=O)=O)OC(C[C@@H](CCCCCCCCCCC)OC(CCCCCCCCC)=O)=O)[C@H](O)CO